4-Iodobenzenehydrazide IC1=CC=C(C=C1)C(=O)NN